O(C1=CC=CC=C1)C1=C(C=CC=C1)N1CC2=CC=C(C=C2CC1)CCC(=O)O 3-(2-(2-phenoxyphenyl)-1,2,3,4-tetrahydroisoquinolin-6-yl)propionic acid